1-(5-(2-oxa-6-azaspiro[3.3]hept-6-yl)pyridin-2-yl)-N-(3-chloro-5-(methylsulfonylamino)phenyl)-5-methyl-1H-pyrrole-3-carboxamide C1OCC12CN(C2)C=2C=CC(=NC2)N2C=C(C=C2C)C(=O)NC2=CC(=CC(=C2)NS(=O)(=O)C)Cl